BrC=1C=C(C(N2C1C(N(CC2)CCS(=O)(=O)C)=O)=O)C(=O)NCC2=CC=C(C=C2)Cl 9-bromo-N-(4-chlorobenzyl)-2-(2-(methylsulfonyl)ethyl)-1,6-dioxo-1,3,4,6-tetrahydro-2H-pyrido[1,2-a]pyrazine-7-carboxamide